3'-(1,3-phenylenebis(methylene))bis1,2-benzenediol C1(=CC(=CC=C1)CC1=C(C(=CC=C1)O)O)CC1=C(C(=CC=C1)O)O